(4-chloro-2-methoxyphenyl)magnesium iodide ClC1=CC(=C(C=C1)[Mg]I)OC